5-[3-(4-methoxyphenyl)-1,2,4-thiadiazol-5-yl]-1H-indole COC1=CC=C(C=C1)C1=NSC(=N1)C=1C=C2C=CNC2=CC1